N-(2,6-dioxopiperidin-3-yl)-4-(4-((1-(4-(4-((1R,2S)-6-hydroxy-2-phenyl-1,2,3,4-tetrahydronaphthalen-1-yl)phenyl)piperazine-1-carbonyl)piperidin-4-yl)methyl)piperazin-1-yl)benzamide O=C1NC(CCC1NC(C1=CC=C(C=C1)N1CCN(CC1)CC1CCN(CC1)C(=O)N1CCN(CC1)C1=CC=C(C=C1)[C@H]1[C@H](CCC2=CC(=CC=C12)O)C1=CC=CC=C1)=O)=O